CSCO[C@H]1C[C@@H](O[C@@H]1CO[Si](C)(C)C(C)(C)C)N1C(=O)NC(=O)C(C)=C1 O-methylthiomethyl-5'-O-tert-butyldimethylsilylthymidine